C1(CC1)[C@]1(C(N(C[C@H]1C)C=1C=2N(N=CC1)C=C(C2)C2=NC(=CC=C2)C(F)F)=O)C#N (3R,4S)-3-cyclopropyl-1-[6-[6-(difluoromethyl)pyridin-2-yl]pyrrolo[1,2-b]pyridazin-4-yl]-4-methyl-2-oxopyrrolidine-3-carbonitrile